FC1=CC=C(C=C1)C1=NC=2C(=C3C(=NC2)NC=C3)N1[C@@H]1CC[C@H](CC1)C#N trans-4-(2-(4-fluorophenyl)imidazo[4,5-d]pyrrolo[2,3-b]pyridin-1(6H)-yl)cyclohexanecarbonitrile